CC1=CC=CC(=N1)C=1C(=C2N(N1)CCC2)OC2=NC1=CC(=CC=C1C=C2)N2CC=1N(CC2)C(=NN1)C(F)(F)F ((2-(6-methylpyridin-2-yl)-5,6-dihydro-4H-pyrrolo[1,2-b]pyrazol-3-yl)oxy)-7-(3-(trifluoromethyl)-5,6-dihydro-[1,2,4]triazolo[4,3-a]pyrazin-7(8H)-yl)quinoline